5-hydroxy-2-(morpholine-4-carbonyl)-1H-indole-4-carbaldehyde OC1=C(C=2C=C(NC2C=C1)C(=O)N1CCOCC1)C=O